C(C)(=O)OCCN1C(C=CC1=O)=O 1-(2-Acetyloxyethyl)-1H-pyrrole-2,5-dione